(R)-6-(5-(((1-(2-chloropyridin-3-yl)ethoxy)carbonyl)amino)-1-methyl-1H-1,2,3-triazol-4-yl)-5-fluoronicotinic acid ClC1=NC=CC=C1[C@@H](C)OC(=O)NC1=C(N=NN1C)C1=NC=C(C(=O)O)C=C1F